FS(=O)(=O)[O-].[Li+] lithium fluorosulfonate salt